C1(CC1)S(=O)(=O)N1N=CC(=C1)C1=NC=CC(=N1)NC1=NC=C(C(=C1)NC1CCC(CC1)CO)C#CC1CCN(CC1)S(=O)(=O)C ((1s,4s)-4-((2-((2-(1-(Cyclopropylsulfonyl)-1H-pyrazol-4-yl)pyrimidin-4-yl)amino)-5-((1-(methylsulfonyl)piperidin-4-yl)ethynyl)pyridin-4-yl)amino)cyclohexyl)methanol